NC1=CC=C(C=C1)CCC1=CC=C(C=C1)N 4,4'-Diamino-1,2-diphenylethane